C(C)(C)(C)OC(=O)N1C[C@H]([C@@H](CC1)N1CCN(CC1)C1=CC=CC=2N(C(N(C21)C)=O)C2C(NC(CC2)=O)=O)F (3R,4R)-4-[4-[1-(2,6-dioxo-3-piperidyl)-3-methyl-2-oxo-benzimidazol-4-yl]piperazin-1-yl]-3-fluoro-piperidine-1-carboxylic acid tert-butyl ester